ClC=1C(N(C(=CC1[C@@H]1[C@H](C1)C=1C=NC=C(C1)F)C)C1=C(C(=NC=C1C)C1=NC(=NC=C1)C(C)(C)NC(OC(C)(C)C)=O)F)=O tert-butyl (2-(4-(3-chloro-3'-fluoro-4-((1S,2S)-2-(5-fluoropyridin-3-yl)cyclopropyl)-5',6-dimethyl-2-oxo-2H-[1,4'-bipyridin]-2'-yl)pyrimidin-2-yl)propan-2-yl)carbamate